(S)-N-(4-(1-acryloylpiperidine-3-carboxamido)-3-fluorophenyl)-6-bromopicolinamide C(C=C)(=O)N1C[C@H](CCC1)C(=O)NC1=C(C=C(C=C1)NC(C1=NC(=CC=C1)Br)=O)F